(E)-5,6-dihydroxy-2-(4-(trifluoromethyl)benzylidene)-2,3-dihydro-1H-inden-1-one OC=1C=C2C\C(\C(C2=CC1O)=O)=C/C1=CC=C(C=C1)C(F)(F)F